1-((5'-(1H-indol-3-yl)-2'-(5-oxo-4,5-dihydro-1,2,4-oxadiazol-3-yl)-[1,1'-biphenyl]-4-yl)methyl)-2-ethoxy-1H-benzo[d]imidazole-7-carboxylic Acid N1C=C(C2=CC=CC=C12)C=1C=CC(=C(C1)C1=CC=C(C=C1)CN1C(=NC2=C1C(=CC=C2)C(=O)O)OCC)C2=NOC(N2)=O